Tert-butyl 6-[(5-aminopyrimidin-4-yl) amino]-1-oxoisoindole-2-carboxylate NC=1C(=NC=NC1)NC1=CC=C2CN(C(C2=C1)=O)C(=O)OC(C)(C)C